FC1=C(N)C=CC(=C1C=1N=CC=2N(C1)C=NC2)F 2,4-difluoro-3-[imidazo[1,5-a]pyrazin-6-yl]aniline